para-hydroxyphenylborate OC1=CC=C(C=C1)OB([O-])[O-]